NC1CCC(CC1)N(C)CC1CCN(CC1)C1=C(C=C(C=C1)C1C(NC(CC1)=O)=O)C 3-(4-(4-((((1r,4r)-4-aminocyclohexyl)(methyl)amino)methyl)piperidin-1-yl)-3-methylphenyl)piperidine-2,6-dione